(E)-N,N-dimethyl-4-(6-(2-(3-methylbenzylidene)hydrazinyl)-2-morpholino-9H-purin-9-yl)aniline CN(C1=CC=C(C=C1)N1C2=NC(=NC(=C2N=C1)N/N=C/C1=CC(=CC=C1)C)N1CCOCC1)C